ClC1=C(C=C(C=C1)C(=O)NC)C(=O)NC=1C=CC2=C(N=C(O2)C2=CC=C(C=C2)CC)C1 4-Chloro-N3-[2-(4-ethylphenyl)-1,3-benzoxazol-5-yl]-N1-methylbenzene-1,3-dicarboxamide